6-METHOXYPYRIDAZINE-3-CARBALDEHYDE COC1=CC=C(N=N1)C=O